OC1=C(C(=C2C=CC=CC2=C1)C1=CC=CC2=CC=CC=C12)O hydroxybinaphthol